di(1H-benzo[d][1,2,3]triazol-1-yl) carbonate C(ON1N=NC2=C1C=CC=C2)(ON2N=NC1=C2C=CC=C1)=O